(5S)-2-{trans-3-[(1,3-benzoxazol-4-yl)oxy]cyclobutyl}-5-(3,5-difluorophenyl)-2,5,6,7-tetrahydro-3H-pyrrolo[2,1-c][1,2,4]triazol-3-one O1C=NC2=C1C=CC=C2O[C@@H]2C[C@H](C2)N2N=C1N(C2=O)[C@@H](CC1)C1=CC(=CC(=C1)F)F